3-hydroxy-2-(p-tolyl)propanoic acid OCC(C(=O)O)C1=CC=C(C=C1)C